7-((3,5-difluoro-4-((6-methylpyridin-3-yl)oxy)benzyl)oxy)-2',3',5',6'-tetrahydro-1H-spiro[imidazo[1,2-c]pyrimidine-2,4'-pyran]-5(3H)-one FC=1C=C(COC=2C=C3N(C(N2)=O)CC2(CCOCC2)N3)C=C(C1OC=1C=NC(=CC1)C)F